2-(cyclopentyloxy)-4-(4-methoxyphenyl)-2-phenylbutanoate C1(CCCC1)OC(C(=O)[O-])(CCC1=CC=C(C=C1)OC)C1=CC=CC=C1